C1(=CC=CC=C1)C1CC=C(CC1)C=1N=NC(=C2C1SC=C2)C=2C=C1CCN(CC1=CC2)C(=O)OCC2=CC=CC=C2 benzyl 6-[7-(4-phenylcyclohexen-1-yl)thieno[2,3-d]pyridazin-4-yl]-3,4-dihydro-1H-isoquinoline-2-carboxylate